(+)-bis-benzoyl tartrate C(=O)(OC(C1=CC=CC=C1)=O)C(O)C(O)C(=O)OC(C1=CC=CC=C1)=O